N,N-diethylanilinium tetraphenyl-borate C1(=CC=CC=C1)[B-](C1=CC=CC=C1)(C1=CC=CC=C1)C1=CC=CC=C1.C(C)[NH+](C1=CC=CC=C1)CC